2,2,2-trifluoroethyl 2-[(2R,5S)-2-(1,3-benzothiazol-5-yl)-5-methyl-1-piperidyl]-2-oxo-acetate S1C=NC2=C1C=CC(=C2)[C@@H]2N(C[C@H](CC2)C)C(C(=O)OCC(F)(F)F)=O